OC(C#CCCS(=O)(=O)[O-])(C)C 4-hydroxy-4-methylpent-2-yn-1-ylmethanesulfonate